COC(C(C(=O)OC)(CC#CC)CC#CC)=O.C1(=CCCC1)C1=C(C=CC=C1)C1=C(C=CC(=N1)N(S(=O)(=O)C1=NC(=CC=C1)F)COC)C(F)(F)F N-(6-(2-(cyclopent-1-en-1-yl)phenyl)-5-(trifluoromethyl)pyridin-2-yl)-6-fluoro-N-(methoxymethyl)pyridine-2-sulfonamide Dimethyl-2,2-bis(but-2-ynyl)propanedioate